C(C)OC(=O)C=1OC2=C(C1C)C=C(C=C2)S(N(CCC2=CC=CC=C2)C2=CC=C(C=C2)N2CCN(CC2)C(CC(C)(C)C)=O)(=O)=O 3-Methyl-5-(N-(4-(4-(3,3-dimethylbutyryl)piperazin-1-yl)phenyl)-N-phenethylsulfamoyl)benzofuran-2-carboxylic acid ethyl ester